1-(2,2-difluorocyclopropyl)-3-(5-((2R,4R)-2-(2,5-difluorophenyl)-4-fluoropyrrolidin-1-yl)-2-fluoropyrazolo[1,5-a]pyrimidin-3-yl)urea FC1(C(C1)NC(=O)NC=1C(=NN2C1N=C(C=C2)N2[C@H](C[C@H](C2)F)C2=C(C=CC(=C2)F)F)F)F